N-((1R,3S)-3-((6-chloro-2-(trifluoromethyl)quinolin-4-yl)amino)cyclohexyl)benzamide methyl-(1S,3R,5S)-3-ethynyl-2-azabicyclo[3.1.0]hexane-2-carboxylate COC(=O)N1[C@H]2C[C@H]2C[C@@H]1C#C.ClC=1C=C2C(=CC(=NC2=CC1)C(F)(F)F)N[C@@H]1C[C@@H](CCC1)NC(C1=CC=CC=C1)=O